CS(=O)(=O)OC1=C(C=CC=C1)C1=C(C=CC=C1)N (2'-amino-1,1'-biphenyl-2-yl) methanesulphonate